sulpho-N-hydroxysuccinimide S(=O)(=O)(O)C1C(=O)N(C(C1)=O)O